The molecule is an oligosaccharide sulfate that is 2-acetamido-2-deoxy-6-O-sulfo-D-galactopyranose in which the hydroxy group at position 3 has been converted into the corresponding 2-O-sulfo-alpha-L-threo-hex-4-enopyranuronoxyl derivative. It is an oligosaccharide sulfate, an amino disaccharide, a monocarboxylic acid, a member of acetamides and an enol. CC(=O)N[C@@H]1[C@H]([C@H]([C@H](OC1O)COS(=O)(=O)O)O)O[C@H]2[C@@H]([C@H](C(=C(O2)C(=O)O)O)O)OS(=O)(=O)O